2-(2-fluoro-4-(pyrrolidin-3-yl)phenyl)-N-methylbenzo[d]imidazo[2,1-b]thiazole-7-carboxamide FC1=C(C=CC(=C1)C1CNCC1)C=1N=C2SC3=C(N2C1)C=CC(=C3)C(=O)NC